methyl 2-(4-(N,N-bis(4-methoxybenzyl)sulfamoyl)-1H-pyrazol-1-yl)-2-methylpropanoate COC1=CC=C(CN(S(=O)(=O)C=2C=NN(C2)C(C(=O)OC)(C)C)CC2=CC=C(C=C2)OC)C=C1